(4S,5S)-4-(azidomethyl)-5-phenyl-1,3,2-dioxathiolane-2,2-dioxide N(=[N+]=[N-])C[C@@H]1OS(O[C@H]1C1=CC=CC=C1)(=O)=O